SC1=CC(=CC2=CC=CC=C12)N 1-mercapto-3-amino-naphthalene